C(\C=C/CC)O (cis)-2-pentenol